Cl.N[C@@H]1CC[C@H](OC1)CN1CCC2(CN(C2)C2=NC=NC=C2OC2=C(C(=O)N(C(C)C)C3CC3)C=C(C=C2)F)CC1 ((4-(7-(((2s,5r)-5-aminotetrahydro-2H-pyran-2-yl)methyl)-2,7-diazaspiro[3.5]non-2-yl)pyrimidin-5-yl)oxy)-N-cyclopropyl-5-fluoro-N-isopropylbenzamide hydrochloride